(2S)-6-chloro-N-{3-[2-(4-chloro-3-fluorophenoxy)acetamido]bicyclo[1.1.1]pent-1-yl}-3,4-dihydro-2H-1,4-benzoxazine-2-carboxamide ClC=1C=CC2=C(NC[C@H](O2)C(=O)NC23CC(C2)(C3)NC(COC3=CC(=C(C=C3)Cl)F)=O)C1